((4-Nitrophenoxy)(phenoxy)phosphoryl)-L-alanine 3-morpholinopropyl ester O1CCN(CC1)CCCOC([C@@H](NP(=O)(OC1=CC=CC=C1)OC1=CC=C(C=C1)[N+](=O)[O-])C)=O